(3aR,5s,6aS)-N-(4,5-dimethyl-6-(naphthalen-2-yl)pyridazin-3-yl)-2-((tetrahydro-2H-pyran-4-yl)methyl-d2)octahydrocyclopenta[c]pyrrol-5-amine CC1=C(N=NC(=C1C)C1=CC2=CC=CC=C2C=C1)NC1C[C@@H]2[C@@H](CN(C2)C([2H])([2H])C2CCOCC2)C1